N1(CCC1)C1=C(C=CC(=N1)C(=O)OC)C1CC2(CC(C2)(F)F)CCN1 Methyl 6-(azetidin-1-yl)-5-(2,2-difluoro-7-azaspiro[3.5]nonan-6-yl)picolinate